7-(but-3-en-1-yloxy)-5-(4,4,5,5-tetramethyl-1,3,2-dioxaborolan-2-yl)pyrazolo[1,5-a]pyridine C(CC=C)OC1=CC(=CC=2N1N=CC2)B2OC(C(O2)(C)C)(C)C